N-[3-(3-hydroxyprop-1-ynyl)oxetan-3-yl]-N,2-dimethyl-propane-2-sulfinamide OCC#CC1(COC1)N(S(=O)C(C)(C)C)C